hept-1,6-diene C=CCCCC=C